ClC1=C(C2=C(SC3=C(N=NC=C32)NC3CC3)N=C1C)C 3-chloro-N-cyclopropyl-2,4-dimethylpyrido[3',2':4,5]thieno[2,3-d]pyridazin-8-amine